C1(=CC=CC=C1)/C(=C/C#N)/C (E)-3-phenylbut-2-enenitrile